S1C(=CC=C1)C=1C(OC2=CC(=CC=C2C1)F)=O 3-(thiophen-2-yl)-7-fluoro-2H-chromen-2-one